CNC(=O)C1=CC(=CN(C1=O)CC1=C2C=CN(C2=CC=C1)S(=O)(=O)C1=CC=C(C)C=C1)C(=O)OCCCC butyl 5-(methylcarbamoyl)-6-oxo-1-((1-tosyl-1H-indol-4-yl) methyl)-1,6-dihydropyridine-3-carboxylate